(E)-3-(4-chlorophenyl)-N'-((E)-3-(3,4-dichlorophenyl)acryloyl)acrylohydrazide ClC1=CC=C(C=C1)/C=C/C(=O)NNC(\C=C\C1=CC(=C(C=C1)Cl)Cl)=O